C1(CCCC1)C1=NOC(O1)=O 3-cyclopentyl-1,4,2-dioxazol-5-one